3-(methoxymethyl)-1-phenyl-1H-benzo[g]indazol-5-ol COCC1=NN(C2=C3C(=C(C=C12)O)C=CC=C3)C3=CC=CC=C3